C(CC[C@@H](C(=O)O)NC(=O)C1=CC=C(NCC2=CN=C3N=C(N)NC(=O)C3=N2)C=C1)(=O)O.BrC1=CC(=C(C=C1)S(=O)(=O)NC12CCC(CC1)(CC2)C#N)S(=O)(=O)C 4-bromo-N-(4-cyanobicyclo[2.2.2]oct-1-yl)-2-(methylsulfonyl)benzenesulfonamide folate